3,5-bis(vinylsulfonamido)-phenylalanine C(=C)S(=O)(=O)NC=1C=C(C[C@H](N)C(=O)O)C=C(C1)NS(=O)(=O)C=C